2,3,6,7,7a,8,10,11-octahydrooxazolo[2,3-j][1,6]naphthyridin-5-one O1CCN2C(CCC3CNCCC231)=O